BrC=1C(=CC(=C(C(=O)N)C1)F)F 5-Bromo-2,4-difluorobenzamide